N-tert-butylpyrido[3,4-d]pyrimidin-4-amine C(C)(C)(C)NC=1C2=C(N=CN1)C=NC=C2